ICC\C=C\CCCCCCCCCCCCC(OC)OC (3E)-1-iodo-17,17-dimethoxy-3-heptadecene